NC1=NC=C(C2=C1C(=NN2C(C)C)C2=CC(=C(C=C2F)NS(=O)(=O)C2=C(C=CC(=C2)OC(F)(F)F)Cl)F)C2CCC(CC2)NCCOC N-(4-(4-amino-1-isopropyl-7-((1r,4r)-4-((2-methoxyethyl)amino)cyclohexyl)-1H-pyrazolo[4,3-c]pyridin-3-yl)-2,5-difluorophenyl)-2-chloro-5-(trifluoromethoxy)benzenesulfonamide